1-(2,2-dimethyl-1,3-dioxan-5-yl)methanamine CC1(OCC(CO1)CN)C